(R)-2-(4-(3-chloro-4-(2-chloro-3-(6-methoxy-5-((((5-oxopyrrolidin-2-yl)methyl)amino)methyl)pyridin-2-yl)phenyl)pyridin-2-yl)-2-fluoro-6-methoxybenzyl)-2,6-diazaspiro[3.4]octan-7-one ClC=1C(=NC=CC1C1=C(C(=CC=C1)C1=NC(=C(C=C1)CNC[C@@H]1NC(CC1)=O)OC)Cl)C1=CC(=C(CN2CC3(C2)CNC(C3)=O)C(=C1)OC)F